OC=1C=C(C=CC1)N1CCN(CC1)C(=O)C1=NN(C(C2=CC=CC=C12)=O)CC(C)C 4-[[4-(3-hydroxyphenyl)-1-piperazinyl]carbonyl]-2-(2-methylpropyl)-1(2H)-phthalazinone